FC=1C(=CC(=NC1)OC)[C@H](C(=O)N1CC2(NC3=NC(=C(C=C3CC2)C2=NC=CC=N2)C([2H])([2H])[2H])CC1)C (2R)-2-(5-fluoro-2-methoxypyridin-4-yl)-1-(7'-(methyl-d3)-6'-(pyrimidin-2-yl)-3',4'-dihydro-1'h-spiro[pyrrolidin-3,2'-[1,8]naphthyridin]-1-yl)propan-1-one